OC1=C(C=2OC3=C(C(=C(C(=C3C(C2)=O)O)O)O)O)C=CC=C1 2',5,6,7,8-pentahydroxyflavone